C1C(CC2=CC=CC=C12)CN1CCCCC1 (3S,4r,5R)-1-((2,3-dihydro-1H-inden-2-yl)methyl)piperidine